BrC=1C=C2C(=NC1)N(C=C2C=2C=NC=CC2)C(=O)OC(C)(C)C tert-butyl 5-bromo-3-(pyridin-3-yl)-1H-pyrrolo[2,3-b]pyridine-1-carboxylate